4-[3-(2,3-difluorophenyl)-5-(hydroxymethyl)-1H-pyrazolo[3,4-b]pyrazin-6-yl]-N-(4-fluorophenyl)piperazine-1-carboxamide FC1=C(C=CC=C1F)C1=NNC2=NC(=C(N=C21)CO)N2CCN(CC2)C(=O)NC2=CC=C(C=C2)F